C(=O)=C1CC=C(C=C1)CC(=O)O 4-CARBONYLPHENYLACETIC ACID